C(CC(=O)[O-])(=O)OC1=C=CC2=C1C=1C=CC=CC1N2 indolocyclopentadienyl malonate